NC1=C(SC2=NC(=CC=C21)C)C(=O)NCCC2=CC(=C(C=C2F)N2C[C@H]([C@@H](C2)F)N(C(OC(C)(C)C)=O)C)F tert-butyl ((3R,4R)-1-(4-(2-(3-amino-6-methylthieno[2,3-b]pyridine-2-carboxamido)ethyl)-2,5-difluorophenyl)-4-fluoropyrrolidin-3-yl)(methyl)carbamate